C(C)(=O)[C@@]1(C(O)(O[C@@H]([C@H]([C@@H]1O)O[C@H]1[C@H](O)[C@@H](O)[C@@H](O)[C@H](O1)CO)CO)N)O acetyl-aminolactose